N-(1-methyl-1H-pyrazol-4-yl)acetamide CN1N=CC(=C1)NC(C)=O